C1(CC1)C1=NC=NC(=C1C=1N=C(C2=C(N1)C=CC=N2)OCC2=CC=C(C=C2)C=2N(C=C(N2)C(F)(F)F)C(C)C)OC 2-(4-cyclopropyl-6-methoxypyrimidin-5-yl)-4-((4-(1-isopropyl-4-(trifluoromethyl)-1H-imidazol-2-yl)benzyl)oxy)pyrido[3,2-d]pyrimidine